tert-butyl 4-((3-amino-4-(trifluoromethoxy)phenyl)sulfonamido)-4-(4-chlorophenyl)piperidine-1-carboxylate NC=1C=C(C=CC1OC(F)(F)F)S(=O)(=O)NC1(CCN(CC1)C(=O)OC(C)(C)C)C1=CC=C(C=C1)Cl